3-mercaptopropyltrimethoxysilane tert-Butyl-(3aS,4R,6aR)-4-formyl-2,2-dimethyltetrahydro-5H-[1,3]dioxolo[4,5-c]pyrrole-5-carboxylate C(C)(C)(C)OC(=O)N1C[C@@H]2[C@H]([C@@H]1C=O)OC(O2)(C)C.SCCC[Si](OC)(OC)OC